(S)-2-((4-((2-hydroxy-1-phenylethyl)amino)-5-(3-(pyridin-4-yl)-1,2,4-oxadiazol-5-yl)pyridin-2-yl)amino)-7,7-dimethyl-6,7-dihydro-5H-pyrrolo[3,4-d]pyrimidin-5-one OC[C@H](C1=CC=CC=C1)NC1=CC(=NC=C1C1=NC(=NO1)C1=CC=NC=C1)NC=1N=CC2=C(N1)C(NC2=O)(C)C